FC=1C=C(C=C(C1)F)[C@@H]1CCN2N1C(C1(C2)CCN(CC1)C1=NC(=NC=C1)CC)=O (S)-7'-(3,5-difluorophenyl)-1-(2-ethylpyrimidin-4-yl)dihydro-1'H,3'H,5'H-spiro[piperidine-4,2'-pyrazolo[1,2-a]pyrazol]-1'-one